NC(C)C=1N=C(SC1)C(=O)C1=CNC=2C1=NC=CC2 (4-(1-aminoethyl)thiazol-2-yl)(1H-pyrrolo[3,2-b]pyridin-3-yl)methanone